(S)-2-((8-trifluoromethoxyphenanthridin-6-yl)methyl)pyrrolidine-1-carboxylic acid tert-butyl ester C(C)(C)(C)OC(=O)N1[C@@H](CCC1)CC=1N=C2C=CC=CC2=C2C=CC(=CC12)OC(F)(F)F